(1S)-1-(3-pyrimidin-2-ylpyrazin-2-yl)ethanamine N1=C(N=CC=C1)C=1C(=NC=CN1)[C@H](C)N